benzo[d]-oxazol O1C=NC2=C1C=CC=C2